BrC1=C(C#N)C=CC(=C1F)OCS(=O)(=O)C 2-bromo-3-fluoro-4-((methylsulfonyl)methoxy)benzonitrile